ClC1=C(C=CC(=C1)C(F)(F)F)N1CCC(CC1)(C(=O)NCCNC)C=1C=CC(=NC1)C=1C(=NC=CC1)OC 1-[2-chloro-4-(trifluoromethyl)phenyl]-4-{2'-methoxy-[2,3'-bipyridin]-5-yl}-N-[2-(methylamino)ethyl]piperidine-4-carboxamide